1,3-bis(vinyldiphenylphosphinophenyliodio)propane C(=C)C1=C(C=CC=C1)I(CCCI(C1=C(C=CC=C1)C=C)P(C1=CC=CC=C1)C1=CC=CC=C1)P(C1=CC=CC=C1)C1=CC=CC=C1